tert.-butyl hypochlorite ClOC(C)(C)C